ClC1=NC=C(C(=N1)NC1=C(C=CC=C1)NS(=O)(=O)CCC)F N-(2-((2-chloro-5-fluoropyrimidin-4-yl)amino)phenyl)propan-1-sulfonamide